(5S)-3-Oxo-2-{[6-(trifluoromethyl)pyridin-3-yl]methyl}-2,3,5,6,7,8-hexahydro[1,2,4]triazolo[4,3-a]pyridine-5-carboxylic acid O=C1N(N=C2N1[C@@H](CCC2)C(=O)O)CC=2C=NC(=CC2)C(F)(F)F